1-(5-chloro-2-(2-((4-((2-(2,6-dioxopiperidin-3-yl)-1,3-dioxoisoindolin-4-yl)amino)butyl)amino)ethoxy)pyridin-3-yl)-3-(2-Chloro-7-((S)-1-methoxyethyl)pyrazolo[1,5-a]pyrimidin-6-yl)urea ClC=1C=C(C(=NC1)OCCNCCCCNC1=C2C(N(C(C2=CC=C1)=O)C1C(NC(CC1)=O)=O)=O)NC(=O)NC=1C=NC=2N(C1[C@H](C)OC)N=C(C2)Cl